CSC1=NNC2=CC=CC=C12 3-(methylthio)-1H-indazol